FC=1C=C(C=2N(C1)C=CN2)C#N 6-fluoroimidazo[1,2-a]pyridine-8-carbonitrile